ClC=1C(=C2C(=NC1Cl)N(C=C2)C)CO (5,6-dichloro-1-methyl-1H-pyrrolo[2,3-b]pyridin-4-yl)methanol